ClC=1C=CC(=NC1)C(C(=O)N)(C)N1CCC(CC1)F (5-chloropyridin-2-yl)-2-(4-fluoropiperidin-1-yl)propanamide